N1=CC(=CC(=C1)OCC=1C=C(C(=O)N[C@@H]2[C@H](CCCC2)O)C=CC1C)C=1C=NC=CC1 3-{[([3,3'-bipyridin]-5-yl)oxy]methyl}-N-[(1S,2S)-2-hydroxycyclohexyl]-4-methylbenzamide